NC1=C(C(=O)NCCO)C=C(C=N1)C1=C(C=C(C=C1)NC([C@@H](O)C1=CC(=CC(=C1)F)F)=O)C (S)-2-amino-5-(4-(2-(3,5-difluorophenyl)-2-hydroxyacetamido)-2-methylphenyl)-N-(2-hydroxyethyl)nicotinamide